5-amino-3-(2-(3-fluorophenyl)quinolin-7-yl)-1-((1s,3s)-3-hydroxy-3-methylcyclobutyl)-1H-pyrazole-4-carboxamide NC1=C(C(=NN1C1CC(C1)(C)O)C1=CC=C2C=CC(=NC2=C1)C1=CC(=CC=C1)F)C(=O)N